methyl 3-{[4-(3-aminopropanamido)-1-methylimidazol-2-yl]formamido}propanoate NCCC(=O)NC=1N=C(N(C1)C)C(=O)NCCC(=O)OC